5-methylidenebicyclo[2.2.1]Hept-2-ene C=C1C2C=CC(C1)C2